(4-decylphenyl)(4-undecylphenyl)iodonium C(CCCCCCCCC)C1=CC=C(C=C1)[I+]C1=CC=C(C=C1)CCCCCCCCCCC